BrC=1C=C2C(=CC(=NC2=NC1)C=1N=C(C=2N(C1)C=C(N2)C)OC)Cl 6-bromo-4-chloro-2-{8-methoxy-2-methylimidazo[1,2-a]pyrazin-6-yl}-1,8-naphthyridine